C(CCC)O[C@H]1C[C@H](CC1)NC(=O)C1=CN(C2=C1C(N(C=C2C)C)=O)C N-[(1S,3R)-3-butoxycyclopentyl]-1,5,7-trimethyl-4-oxo-4,5-dihydro-1H-pyrrolo[3,2-c]pyridine-3-carboxamide